4-((7-chloroisoquinolin-1-yl)amino)-N-(2-(pyridin-3-yl)-2-(pyrrolidin-1-yl)ethyl)pyridinecarboxamide ClC1=CC=C2C=CN=C(C2=C1)NC1=CC(=NC=C1)C(=O)NCC(N1CCCC1)C=1C=NC=CC1